1-(3-bromo-4-methylphenyl)propan-1-one BrC=1C=C(C=CC1C)C(CC)=O